3-{3-[(cyclohexylmethyl)-sulfonyl]phenyl}-3-[4-(7H-pyrrolo[2,3-d]pyrimidin-4-yl)-1H-pyrazol-1-yl]-propanenitrile trifluoroacetate FC(C(=O)O)(F)F.C1(CCCCC1)CS(=O)(=O)C=1C=C(C=CC1)C(CC#N)N1N=CC(=C1)C=1C2=C(N=CN1)NC=C2